N1CC(CC1)OCCN1CCCCC1 1-(2-pyrrolidin-3-yloxyethyl)piperidine